1-(1,4-diethoxy-1,4-dioxobutan-2-yl)-4-(3-(methoxycarbonyl)bicyclo[1.1.1]pent-1-yl)pyridin-1-ium ethyl-sulfate Kalium tert-butylat CC(C)(C)[O-].[K+].C(C)OS(=O)(=O)[O-].C(C)OC(C(CC(=O)OCC)[N+]1=CC=C(C=C1)C12CC(C1)(C2)C(=O)OC)=O